O[C@@]1(CC[C@@H]2[C@H]3CC[C@@]4([C@H](CC[C@H]4[C@@H]3CC[C@@H]2C1)C1(COC1)CN1N=CC(=C1)C#N)C)COC 1-((3-((3R,5R,8R,9R,10S,13S,14S,17S)-3-hydroxy-3-(methoxymethyl)-13-methylhexadecahydro-1H-cyclopenta[a]phenanthren-17-yl)oxetan-3-yl)methyl)-1H-pyrazole-4-carbonitrile